CN1C(CSC2=C1C=CC=C2)=O 4-methyl-3-oxo-3,4-dihydro-2H-1,4-benzothiazin